Cl.C(C#CC)N but-2-yn-1-amine hydrogen chloride